methyl 4-chloro-1H-indole-7-carboxylate ClC1=C2C=CNC2=C(C=C1)C(=O)OC